2-ETHYL-1H-PYRROLO[2,3-B]PYRIDINE-3-CARBALDEHYDE C(C)C1=C(C=2C(=NC=CC2)N1)C=O